C1(CC1)COC1=CC=C2C3=C(NC2=C1)C(=NC=C3)C 7-(cyclopropylmethoxy)-1-methyl-9H-pyrido[3,4-b]indole